2-hydroxy-N,N-dimethyl-6-(trifluoromethyl)pyridine-3-carboxamide OC1=NC(=CC=C1C(=O)N(C)C)C(F)(F)F